4-(5-fluoro-1H-pyrrolo[2,3-b]pyridin-4-yl)piperidin FC=1C(=C2C(=NC1)NC=C2)C2CCNCC2